C(N)(=O)C1CN(CCC1)C1=C(C=C(C(=O)NC2=C(C=C(C=C2)F)CC(=O)OC(C)(C)C)C=C1)NC(=O)C1=NN(C2=CC=CC=C12)CC(F)(F)F tert-butyl 2-(2-(4-(3-carbamoylpiperidin-1-yl)-3-(1-(2,2,2-trifluoroethyl)-1H-indazole-3-carboxamido) benzamido)-5-fluorophenyl)acetate